C(CCCCCCCCCCCCCCC)CN cetylmethylamine